NC[C@H]1OC([C@H]2[C@@H]1OC(O2)(C)C)=O (3aR,6R,6aR)-6-(aminomethyl)-2,2-dimethyl-6,6a-dihydro-3aH-furo[3,4-d][1,3]Dioxol-4-one